6-(1-(1-cyclopropylethyl)-4-(4-fluorophenyl)-1H-imidazol-5-yl)imidazo[1,2-a]pyridine-3-carboxamide C1(CC1)C(C)N1C=NC(=C1C=1C=CC=2N(C1)C(=CN2)C(=O)N)C2=CC=C(C=C2)F